(R)-sec-butyl mesylate S(C)(=O)(=O)O[C@H](C)CC